O[C@@H](C)C=1N(C=CN1)CC1=NOC(=C1)C1=CC=C(C=C1)C#CC1=CC=C(C(=O)NC)C=C1 (S)-4-((4-(3-((2-(1-hydroxyethyl)-1H-imidazol-1-yl)methyl)isoxazol-5-yl)phenyl)ethynyl)-N-Methylbenzamide